FC=1C(=CC2=C(N=C(S2)C(=O)NN)C1)F 5,6-difluorobenzo[d]thiazole-2-carboxylic acid hydrazide